(2R,5R)-tert-butyl 5-((R)-2-(2-hydroxyphenyl)-4,5-dihydrothiazol-4-yl)-1-methylpyrrolidine-2-carboxylate OC1=C(C=CC=C1)C=1SC[C@H](N1)[C@H]1CC[C@@H](N1C)C(=O)OC(C)(C)C